C(C)OC(C(\C=C/C1=CC=C(C=C1)C(C)C)(F)F)=O Z-ethyl-4-(4-isopropylphenyl)-2,2-difluorobut-3-enoate